F[C@H]1[C@H](C1)C(=O)NC=1N=CC2=CC(=NC=C2C1)C=1C=NC(=CC1C)[C@](CCC)([2H])O (1R,2R)-2-fluoro-N-(7-(6-((R)-1-hydroxybutyl-1-d)-4-methylpyridin-3-yl)-2,6-naphthyridin-3-yl)cyclopropane-1-carboxamide